Methyl ((2S)-1-((3S)-3-(((2S)-1-cyano-5,5-difluoro-1-hydroxyhexan-2-yl)carbamoyl)-2-azaspiro[4.5]decan-2-yl)-3,3-dimethyl-1-oxobutan-2-yl)carbamate C(#N)C([C@H](CCC(C)(F)F)NC(=O)[C@H]1N(CC2(C1)CCCCC2)C([C@H](C(C)(C)C)NC(OC)=O)=O)O